ClC=1OC(=CN1)C1=NC=C(C=C1)OC(F)(F)F 2-chloro-5-(5-(trifluoromethoxy)pyridin-2-yl)oxazole